C12(CCCC1)OC1=CC=C(C=C1CC2)CC(=O)O 2-(spiro[chroman-2,1'-cyclopentane]-6-yl)acetic acid